F[C@]1(CN(CC[C@@H]1O)C1=NC=CC(=N1)NC=1N=CC2=C(C=CC(=C2C1)C(C)C)N1CC(C1)CS(=O)(=O)C)C (3S,4S)-3-fluoro-1-[4-({8-[3-(methanesulfonylmeth-yl)azetidin-1-yl]-5-(propan-2-yl)isoquinolin-3-yl}amino)pyrimidin-2-yl]-3-methylpiperidin-4-ol